C1CCC2=C(C=3CCCC3C=C12)NC(=O)N=[S@](=O)(N(C)C)C=1SC=C(C1)C(C)(C)O (S)-N'-((1,2,3,5,6,7-hexahydro-s-indacen-4-yl)-carbamoyl)-4-(2-hydroxy-propan-2-yl)-N,N-dimeth-ylthiophene-2-sulfonimidamide